5-methyl-5-((4-methylquinolin-2-yl)methyl)-3-phenyl-4,5-dihydroisoxazole CC1(CC(=NO1)C1=CC=CC=C1)CC1=NC2=CC=CC=C2C(=C1)C